CN1C(=NN=C1)[C@H]1[C@H](C1)C=1C=C(C=CC1)N1CC2=C(C=C(C=C2C1=O)C#N)C(F)(F)F 2-(3-((1S,2R)-2-(4-methyl-4H-1,2,4-triazol-3-yl)cyclopropyl)phenyl)-3-oxo-7-(trifluoromethyl)isoindoline-5-carbonitrile